tert-butyl (S)-(6-(1-amino-1,3-dihydrospiro[indene-2,4'-piperidin]-1'-yl)-3-bromopyrazin-2-yl)carbamate N[C@@H]1C2=CC=CC=C2CC12CCN(CC2)C2=CN=C(C(=N2)NC(OC(C)(C)C)=O)Br